C12(CC3CC(CC(C1)C3)C2)C=2C(=C(C=C(C2)C(C)(C)C)C2=C(C=C(C=C2)C)C2=NC(=CC=C2)C2=C(C=CC(=C2)C)C2=C(C(=CC(=C2)C(C)(C)C)C2C3CC1CC(CC2C1)C3)OC)OC 2-(3'-((3r,5r,7r)-adamantan-1-yl)-5'-tert-butyl-2'-methoxy-4-methyl-[1,1'-biphenyl]-2-yl)-6-(3'-((1r,3r)-adamantan-2-yl)-5'-tert-butyl-2'-methoxy-4-methyl-[1,1'-biphenyl]-2-yl)pyridine